FC=1C=CC(=NC1)C1=NN2C(O[C@@H](C[C@H]2C)C)=C1 Trans-2-(5-fluoropyridin-2-yl)-5,7-dimethyl-6,7-dihydro-5H-pyrazolo[5,1-b][1,3]Oxazine